[2-(3,6-dimethoxy-9H-carbazole-9-yl)ethyl]phosphonic acid COC=1C=CC=2N(C3=CC=C(C=C3C2C1)OC)CCP(O)(O)=O